N-[(1R,5S)-9-Azabicyclo[3.3.1]non-3-yl]-5-(8-fluoro-2-methylimidazo[1,2-a]pyridin-6-yl)-N-methyl[1,3]thiazolo[5,4-d]pyrimidin-2-amin-Hydrochlorid Cl.[C@H]12CC(C[C@H](CCC1)N2)N(C=2SC=1N=C(N=CC1N2)C=2C=C(C=1N(C2)C=C(N1)C)F)C